1-(5-chloro-7-fluoro-3-methyl-1-benzofuran-2-yl)-2,2,2-trifluoroethanamine ClC=1C=C(C2=C(C(=C(O2)C(C(F)(F)F)N)C)C1)F